FC(OC1=NC=C(C=C1)COC1=NC(=CC=C1)C1CCNCC1)F 2-(difluoromethoxy)-5-(((6-(piperidin-4-yl)pyridin-2-yl)oxy)methyl)pyridine